N-methyl-D-glutamine CN[C@H](CCC(N)=O)C(=O)O